(3-Cyclobutyl[1,4'-bipiperidine]-1'-yl)(2-{[(1S)-1-(3-fluoropyridin-2-yl)ethyl]amino}-1,3-thiazol-5-yl)methanone C1(CCC1)C1CN(CCC1)C1CCN(CC1)C(=O)C1=CN=C(S1)N[C@@H](C)C1=NC=CC=C1F